1-(1-(1-((1-(4-(1-(3-Amino-6-(2-hydroxyphenyl)pyridazin-4-yl)piperidin-3-yl)-3-methylbenzoyl)piperidin-4-yl)methyl)piperidin-4-yl)-2-methyl-1H-indol-4-yl)dihydropyrimidine NC=1N=NC(=CC1N1CC(CCC1)C1=C(C=C(C(=O)N2CCC(CC2)CN2CCC(CC2)N2C(=CC3=C(C=CC=C23)N2CNCC=C2)C)C=C1)C)C1=C(C=CC=C1)O